4-(5-bromo-3-fluoro-2-nitrophenyl)-3,3-dimethylmorpholine BrC=1C=C(C(=C(C1)N1C(COCC1)(C)C)[N+](=O)[O-])F